CS(=O)(=O)[O-].CC1=CC=CC2=C1[S+](C1=C2C=CC=C1C)CCCC 4,6-dimethyl-5-n-butyldibenzothiophenium methanesulfonate